C(CCC)N(C(COCC(=O)N(CCCCCCCCCCCC)CCCCCCCCCCCC)=O)CCCC N,N-di-butyl-N',N'-di-dodecyl-diglycolamide